C(C)C1=C2C(=CC(=CC2=CC=C1F)O)C1=C(C=2N=C(N=C(C2C=N1)N1C[C@@](CCC1)(C)F)OC[C@]12CCCN2C[C@@H](C1)F)F 5-ethyl-6-fluoro-4-(8-fluoro-4-[(3S)-3-fluoro-3-methylpiperidin-1-yl]-2-{[(2R,7aS)-2-fluorotetrahydro-1H-pyrrolizin-7a(5H)-yl]methoxy}pyrido[4,3-d]pyrimidin-7-yl)naphthalen-2-ol